C1(=CC=CC=C1)S(=O)(=O)[O-] Benzensulfonat